(S)-1-(2-((1-((3-chloro-2-fluorobenzyl)amino)-1-oxo-3-phenylpropan-2-yl)amino)-2-oxoethyl)-1H-indazole-3-carboxamide ClC=1C(=C(CNC([C@H](CC2=CC=CC=C2)NC(CN2N=C(C3=CC=CC=C23)C(=O)N)=O)=O)C=CC1)F